N-(3-methoxy-4-methylphenyl)-4-[2-oxo-4-(1,2,3,6-tetrahydropyridin-4-yl)-2,3-dihydro-1H-1,3-benzodiazol-1-yl]cyclohexane-1-carboxamide COC=1C=C(C=CC1C)NC(=O)C1CCC(CC1)N1C(NC2=C1C=CC=C2C=2CCNCC2)=O